N-(2-Amino-3-fluoro-4-((4-hydroxybenzyl)amino)phenyl)-2,3-difluoroheptanamid NC1=C(C=CC(=C1F)NCC1=CC=C(C=C1)O)NC(C(C(CCCC)F)F)=O